3-fluoro-5-(1-(3-(8-fluoro-1-oxo-1,2-dihydroisoquinolin-3-yl)propanoyl)-1,2,3,6-tetrahydropyridin-4-yl)benzonitrile FC=1C=C(C#N)C=C(C1)C=1CCN(CC1)C(CCC=1NC(C2=C(C=CC=C2C1)F)=O)=O